Ethyl 2-(4-((4-(4-chlorophenyl)-5-oxo-4,5-dihydro-1H-1,2,4-triazol-1-yl)methyl)-2,6-dimethylphenoxy)-2-methylpropionate ClC1=CC=C(C=C1)N1C=NN(C1=O)CC1=CC(=C(OC(C(=O)OCC)(C)C)C(=C1)C)C